(E)-N-(4-((3-chloro-4-fluorophenyl)amino)-7-methoxyquinazolin-6-yl)-4-(4-((2-(2,6-dioxopiperidin-3-yl)-1,3-dioxoisoindolin-5-yl)methyl)piperazin-1-yl)but-2-enamide ClC=1C=C(C=CC1F)NC1=NC=NC2=CC(=C(C=C12)NC(\C=C\CN1CCN(CC1)CC=1C=C2C(N(C(C2=CC1)=O)C1C(NC(CC1)=O)=O)=O)=O)OC